5-(2-chloro-5-fluoro-pyrimidin-4-yl)-2-(3-methoxycyclobutyl)-4-(trifluoromethyl)thiazole sodium [Na].ClC1=NC=C(C(=N1)C1=C(N=C(S1)C1CC(C1)OC)C(F)(F)F)F